phenyl (2S)-2-[[[(2R,3S,4R,5R)-5-[2-chloro-4-(cyclopentyl-amino)pyrrolo-[2,3-d]-pyrimidin-7-yl]-3,4-dihydroxy-tetrahydro-furan-2-yl]methoxy-methyl-phenoxy-phosphoryl]amino]-propanoate ClC=1N=C(C2=C(N1)N(C=C2)[C@H]2[C@@H]([C@@H]([C@H](O2)COC2=C(OP(=O)(C)N[C@H](C(=O)OC1=CC=CC=C1)C)C=CC=C2)O)O)NC2CCCC2